C1(=CC=CC2=CC=CC=C12)C=1OC=2N=C3N(C(C2N1)=O)CCC3 2-(naphthalen-1-yl)-6,7-dihydrooxazolo[5,4-d]pyrrolo[1,2-a]pyrimidin-9(5H)-one